1,2-bis(2-(4,5-dihydro-1H-imidazol-2-yl)-prop-2-yl)diazene dihydrochloride Cl.Cl.N1C(=NCC1)C(C)(C)N=NC(C)(C)C=1NCCN1